C1(CCCCC1)C(CP(C1=CC=CC=C1)C1=CC=CC=C1)P(C1=CC=CC=C1)C1=CC=CC=C1 1-cyclohexyl-1,2-bis(diphenylphosphino)ethan